(2S,4R)-N-((R)-1-(4-carbamimidoylthiophen-2-yl)ethyl)-4-(difluoromethoxy)-1-((9-methyl-9H-fluorene-2-carbonyl)glycyl)pyrrolidine-2-carboxamide C(N)(=N)C=1C=C(SC1)[C@@H](C)NC(=O)[C@H]1N(C[C@@H](C1)OC(F)F)C(CNC(=O)C1=CC=2C(C3=CC=CC=C3C2C=C1)C)=O